C1=CSC(=C1)C2=CC=C(S2)C3=CC=C(S3)C4=CC=CS4 α-quaterthiophene